C(O[C@H]1C[C@H](CC1)C1=NN(C(=C1)NC1=CC=C2C(N(N(C2=C1)C)CC1=CC=C(C=C1)OC)=O)C(C)(C)C)(OC1=CC=C(C=C1)[N+](=O)[O-])=O (1R,3S)-3-(1-(tert-butyl)-5-((2-(4-methoxybenzyl)-1-methyl-3-oxo-2,3-dihydro-1H-indazol-6-yl)amino)-1H-pyrazol-3-yl)cyclopentyl (4-nitrophenyl) carbonate